6-(oxazolidin-2-yloxy)-2H-chromene-3-carboxylic acid tert-butyl ester C(C)(C)(C)OC(=O)C=1COC2=CC=C(C=C2C1)OC1OCCN1